acryloyloxymethyl-3-ethyloxetane C(C=C)(=O)OCC1OCC1CC